tert-Butyl ((2S,4R)-2-(2-fluorophenyl)piperidin-4-yl)(methyl)carbamate FC1=C(C=CC=C1)[C@H]1NCC[C@H](C1)N(C(OC(C)(C)C)=O)C